benzyl 3-(sulfamoylamino)piperidine-1-carboxylate S(N)(=O)(=O)NC1CN(CCC1)C(=O)OCC1=CC=CC=C1